Racemic-cis-tert-butyl 3-((4-(6-(3,5-dimethylisoxazol-4-yl)-1H-indol-3-yl)-5-(trifluoromethyl)pyrimidin-2-yl)amino)-4-methylpiperidine-1-carboxylate CC1=NOC(=C1C1=CC=C2C(=CNC2=C1)C1=NC(=NC=C1C(F)(F)F)N[C@@H]1CN(CC[C@@H]1C)C(=O)OC(C)(C)C)C |r|